COC1=C(C=CC(=N1)C=1C=NC(=NC1)C(=O)OC)NC(=O)C1=C(N=NN1C1=CC=CC=C1)C methyl 5-(6-methoxy-5-(4-methyl-1-phenyl-1H-1,2,3-triazole-5-carboxamido)pyridin-2-yl)pyrimidine-2-carboxylate